tert-butyl (1-(4-methoxy-3-(thiazol-2-yl)phenyl)-3-methylbutan-2-yl)carbamate COC1=C(C=C(C=C1)CC(C(C)C)NC(OC(C)(C)C)=O)C=1SC=CN1